chloro(propan-2-yloxy)methanone ClC(=O)OC(C)C